N-((1-(1-(cis-4-isopropylcyclohexyl)piperidin-4-yl)-1H-indole-2-yl)methyl)nicotinamide C(C)(C)[C@H]1CC[C@H](CC1)N1CCC(CC1)N1C(=CC2=CC=CC=C12)CNC(C1=CN=CC=C1)=O